C(C)(C)(C)OC(=O)N1C(CNCC1)C(=O)OC(C)(C)C N-tert-butoxycarbonyl-(Boc)-piperazine